N-((1s,3s)-3-(6-((4-(4-(3-(1-(2-(2,6-dioxopiperidin-3-yl)-1,3-dioxoisoindolin-4-yl)piperidin-4-yl)propyl)piperazin-1-yl)phenyl)amino)-9H-purin-9-yl)cyclobutyl)-2-phenylacetamide O=C1NC(CC[C@@H]1N1C(C2=CC=CC(=C2C1=O)N1CCC(CC1)CCCN1CCN(CC1)C1=CC=C(C=C1)NC1=C2N=CN(C2=NC=N1)C1CC(C1)NC(CC1=CC=CC=C1)=O)=O)=O